COC1=C(C=CC(=C1)OC)C(C=CC1=CC=C(C=C1)O)=O 1-(2,4-Dimethoxyphenyl)-3-(4-hydroxyphenyl)prop-2-en-1-one